2-((2S)-4-(5-(5-chloro-6-methyl-1H-indazol-4-yl)-8-(3-(dimethylamino)azetidin-1-yl)-3,4-dihydro-2H-pyrano[2,3-f]quinazolin-10-yl)piperazin-2-yl)acetonitrile ClC=1C(=C2C=NNC2=CC1C)C1=C2C(=C3C(=NC(=NC3=C1)N1CC(C1)N(C)C)N1C[C@@H](NCC1)CC#N)OCCC2